4-[4-(2-acetamido-1-methylethyl)phenylamino]-7-methoxy-6-(3-chloropropoxy)quinazoline C(C)(=O)NCC(C)C1=CC=C(C=C1)NC1=NC=NC2=CC(=C(C=C12)OCCCCl)OC